N-(3-(3-(1-piperidinylmethyl)phenoxy)propyl)-thieno(3,4-d)isothiazol-3-amine 1,1-dioxide N1(CCCCC1)CC=1C=C(OCCCNC2=NS(C=3C2=CSC3)(=O)=O)C=CC1